S1C(=NC2=C1C=CC=C2)NC(=O)C2=CC=C(S2)C=C2CCN(CC2)C(=O)NCC 4-((5-(benzo[d]thiazol-2-ylcarbamoyl)thiophen-2-yl)methylene)-N-ethylpiperidine-1-carboxamide